N-acetyl-penicillamine C(C)(=O)N[C@@H](C(C)(C)S)C(=O)O